C(C([2H])([2H])[2H])(C1=NN2C(C=C(C(=C2)F)N2CCNCC2)=C1N(C=1SC(=C(N1)C1=CC=C(C=C1)F)C#N)C([2H])([2H])[2H])([2H])[2H] 2-((2-(Ethyl-d5)-6-fluoro-5-(piperazin-1-yl)pyrazolo[1,5-a]pyridin-3-yl)(methyl-d3)amino)-4-(4-Fluorophenyl)thiazole-5-carbonitrile